2-(1-(difluoromethyl)-1H-pyrazol-4-yl)-1-p-toluenesulfonyl-1H-pyrrole FC(N1N=CC(=C1)C=1N(C=CC1)S(=O)(=O)C1=CC=C(C)C=C1)F